1,2-benzisothiazolin-3-one sodium salt [Na].S1NC(C2=C1C=CC=C2)=O